Cl.NCC(=O)C1=C(C=C(C=C1)F)F 2-amino-1-(2,4-difluorophenyl)ethan-1-one-hydrogen chloride salt